C(C)(C)(C)OC(=O)N1CC2(CCC(C1)C2)CC#N (cyanomethyl)-3-azabicyclo[3.2.1]octane-3-carboxylic acid tert-butyl ester